1-[2-(5-phenyl-2H-[1,2,4]triazole-3-yl)-piperidin-1-yl]-ethyl ketone C1(=CC=CC=C1)C=1N=C(NN1)C1N(CCCC1)C(C)C(=O)C(C)N1C(CCCC1)C=1NN=C(N1)C1=CC=CC=C1